O1CC[C@@]12CNCCC2 (S)-1-oxa-6-azaspiro[3.5]nonan